2-(4-((4-(5-chloropyridin-2-yl)piperazin-1-yl)methyl)-2,6-dimethylphenoxy)-2-methylpropanoic acid ClC=1C=CC(=NC1)N1CCN(CC1)CC1=CC(=C(OC(C(=O)O)(C)C)C(=C1)C)C